[N+](=O)([O-])C1=CC=C(C=C1)O 4-nitro-phenol